3-(5-piperazinyl)pentyl-5-cyano-1H-indole N1CCNC(C1)C(CCN1C=CC2=CC(=CC=C12)C#N)CC